C(C)(C)(C)OC(=O)N(N)CC(F)F 1-(2,2-Difluoroethyl)hydrazine-1-carboxylic acid tert-butyl ester